C(C)(C)(C)OC(NC1=NC=C(C=C1CC)NC(C(=O)N1C(CCC(C1)C)C=1C=NC(=CC1)C)=O)=O.OC1=C(C2=CC=CC=C2C=C1)C=1C=C2C=3C=CC=CC3CC2=CC1 6-(2-hydroxynaphthyl)fluorene Rel-tert-butyl-N-[3-ethyl-5-[[2-[5-methyl-2-(6-methyl-3-pyridyl)-1-piperidyl]-2-oxo-acetyl]amino]-2-pyridyl]carbamate